4-tert-butyl-N-[[4-[6-[4-[[4-[4-[(2,6-dioxo-3-piperidyl)amino]phenyl]-1-piperidyl]methyl]phenyl]pyrrolo[2,1-f][1,2,4]triazin-4-yl]-2-methyl-phenyl]methyl]oxazole-2-carboxamide C(C)(C)(C)C=1N=C(OC1)C(=O)NCC1=C(C=C(C=C1)C1=NC=NN2C1=CC(=C2)C2=CC=C(C=C2)CN2CCC(CC2)C2=CC=C(C=C2)NC2C(NC(CC2)=O)=O)C